((2-(2-Hydroxyethoxy)ethyl)azanediyl)bis(hexane-6,1-diyl) dicyclotetradecanecarboxylate C1(CCCCCCCCCCCCC1)C(=O)OCCCCCCN(CCCCCCOC(=O)C1CCCCCCCCCCCCC1)CCOCCO